N-(4-(Cyanomethyl)bicyclo[2.2.1]heptan-1-yl)-2-(1-((1r,4r)-4-(cyanomethyl)cyclohexyl)-1,6-dihydroimidazo[4,5-d]pyrrolo[2,3-b]pyridin-2-yl)acetamide C(#N)CC12CCC(CC1)(C2)NC(CC2=NC=1C(=C3C(=NC1)NC=C3)N2C2CCC(CC2)CC#N)=O